4-(4-Amino-6-iodo-7-methyl-7H-pyrrolo[2,3-d]pyrimidin-5-yl)-2-fluorophenylazetidine-1-carboxylate NC=1C2=C(N=CN1)N(C(=C2C2=CC(=C(C=C2)OC(=O)N2CCC2)F)I)C